C1(=CC=CC=C1)C1=NN2C(NC(=C(C2=O)C=2C=C3C=CC=NC3=CC2)NC2=NC=CN=C2)=C1C1=CC=CC=C1 2,3-diphenyl-5-(pyrazin-2-ylamino)-6-(quinolin-6-yl)pyrazolo[1,5-a]pyrimidin-7(4H)-one